ClC1=CC=C2C(=CNC2=C1N1N=CC=C1)S(=O)(=O)NC1=NC(=C(C(=N1)OC)OCC#N)OC 6-chloro-N-[5-(cyanomethoxy)-4,6-dimethoxy-pyrimidin-2-yl]-7-pyrazol-1-yl-1H-indole-3-sulfonic acid amide